ethyl 2-((E)-3-((3R,6S,9aS)-8-(3-amino-3-oxopropyl)-3,6-diisobutyl-4,7-dioxohexahydropyrazino[2,1-c][1,2,4]oxadiazin-1(6H)-yl)-3-oxoprop-1-en-1-yl)thiazole-5-carboxylate NC(CCN1C[C@@H]2N(O[C@@H](C(N2[C@H](C1=O)CC(C)C)=O)CC(C)C)C(/C=C/C=1SC(=CN1)C(=O)OCC)=O)=O